tert-Butyl (2-(5-((R)-2-(benzyloxy)-1,1,1-trifluorohex-5-en-2-yl)-1,3,4-oxadiazol-2-yl)-6-(((R)-pent-4-en-2-yl)oxy)-5-(trifluoromethyl)pyridin-3-yl)(tert-butoxycarbonyl)carbamate C(C1=CC=CC=C1)O[C@](C(F)(F)F)(CCC=C)C1=NN=C(O1)C1=NC(=C(C=C1N(C(OC(C)(C)C)=O)C(=O)OC(C)(C)C)C(F)(F)F)O[C@H](C)CC=C